FC1=C(C=C(C(=C1O)F)C(F)(F)F)C=1OC2=C(N1)C=C(C=C2)C(=O)NC2(CCC2)COC 2-(2,4-Difluoro-3-hydroxy-5-(trifluoromethyl)phenyl)-N-(1-(methoxymethyl)cyclobutyl)benzo[d]oxazole-5-carboxamide